C(C)(C)(C)OC(=O)N1CCC=2C=C(C=NC2C1)N 3-amino-5,8-dihydro-1,7-naphthyridine-7(6H)-carboxylic acid tert-butyl ester